5-((R)-1-(3,5-Dichloropyridin-4-yl)ethoxy)-3-(5-(1-(1-methylpiperidin-4-yl)ethyl)-1,4,5,6-Tetrahydropyrrolo[3,4-d]imidazol-2-yl)-1H-indazole ClC=1C=NC=C(C1[C@@H](C)OC=1C=C2C(=NNC2=CC1)C1=NC2=C(N1)CN(C2)C(C)C2CCN(CC2)C)Cl